methyl 2-bromophenyl carbonate C(OC)(OC1=C(C=CC=C1)Br)=O